COC1=CC=C(CN(C2=NC=NN3C2=NC=C3C=3C=NN(C3)C=3C=C(C=CC3C)NC(C3=CC=C(C=C3)CN3CCOCC3)=O)CC3=CC=C(C=C3)OC)C=C1 N-(3-(4-(4-(bis(4-methoxybenzyl)amino)imidazo[2,1-f][1,2,4]triazin-7-yl)-1H-pyrazol-1-yl)-4-methylphenyl)-4-(morpholinomethyl)benzamide